N-{(1R)-1-[3-(6,7-dihydro-5H-pyrrolo[1,2-a]imidazol-3-yl)phenyl]ethyl}-6,7-dimethoxy-2-methylquinazolin-4-amine N1=C2N(C(=C1)C=1C=C(C=CC1)[C@@H](C)NC1=NC(=NC3=CC(=C(C=C13)OC)OC)C)CCC2